CN1C=CC=2C1=C(N=CC2)N(C(=O)N2CCC(CC2)N2N=CC=N2)[C@H]2CNCCC2 (R)-N-(1-methyl-1H-pyrrolo[2,3-c]pyridin-7-yl)-N-(piperidin-3-yl)-4-(2H-1,2,3-triazol-2-yl)piperidine-1-carboxamide